C(C)(=O)O[C@H](CC)C1=NC=C(C(=C1)C)Br (1R)-1-(5-bromo-4-methylpyridin-2-yl)propyl acetate